6-tetrahydropyran-4-ylpyrido[3,2-d]pyrimidine-2,4-diol O1CCC(CC1)C=1C=CC=2N=C(N=C(C2N1)O)O